(S)-3-hydroxy-1-n-decanoate O[C@H](CC(=O)[O-])CCCCCCC